7-bromo-5-methoxy-1-methyl-1H-benzo[d]imidazole BrC1=CC(=CC2=C1N(C=N2)C)OC